11-hexadecynoic acid C(CCCCCCCCCC#CCCCC)(=O)O